BrC1=CC2=C(C3=C(C(N(N=C3)CC3=CC(=CC=C3)C)=O)N2C)S1 2-bromo-4-methyl-6-(3-methylbenzyl)-4H-thieno[2',3':4,5]pyrrolo[2,3-d]pyridazin-5(6H)-one